4-[1-[5-(trifluoromethyl)-3-pyridyl]ethoxy]pyrazolo[1,5-a]pyridine-3-carbonitrile FC(C=1C=C(C=NC1)C(C)OC=1C=2N(C=CC1)N=CC2C#N)(F)F